(2,6-bis(benzyloxy)pyridin-3-yl)phenol C(C1=CC=CC=C1)OC1=NC(=CC=C1C1=C(C=CC=C1)O)OCC1=CC=CC=C1